6-(difluoromethyl)-3-(5-fluoro-3-pyridyl)-6-methyl-1,2,3,7,8,9-hexahydropyrazolo[1,2-a]diazepin-5-one FC(C1(C(N2N(CCC1)CCC2C=2C=NC=C(C2)F)=O)C)F